ClC1=C(C=CC(=C1)CN1CCC(CC1)CN1N=NC(=C1)C1=C(NC2=CC=C(C=C12)F)C(=O)OCC(C)C)C1=CC(=CC=C1)C(C)C Isobutyl 3-(1-((1-((2-chloro-3'-isopropyl-[1,1'-biphenyl]-4-yl)methyl)piperidin-4-yl)methyl)-1H-1,2,3-triazol-4-yl)-5-fluoro-1H-indole-2-carboxylate